ONS(=O)(=O)C1=C(SC(=C1)C)C N-hydroxy-2,5-dimethylthiophene-3-sulfonamide